FC1=C(CN2C(NN=C2)=O)C=CC=C1 4-(2-fluorobenzyl)-2,4-dihydro-3H-1,2,4-triazol-3-one